trans-6-(6-chloro-4-(6-((methylsulfonyl)methyl)morpholin-2-yl)pyridin-2-yl)-N-methylpyrimidine-4-carboxamide ClC1=CC(=CC(=N1)C1=CC(=NC=N1)C(=O)NC)[C@@H]1CNC[C@H](O1)CS(=O)(=O)C